C(C)(C)(C)OC(=O)N(CC(=O)C1C(C=2C=C3C(C(C(C3=CC2C1=O)=O)C(CN(C(OC(C)(C)C)=O)C)=O)=O)=O)C tert-butyl N-{2-[6-(2-{[(tert-butoxy)carbonyl](methyl) amino}acetyl)-1,3,5,7-tetraoxo-1,2,3,5,6,7-hexahydro-s-indacen-2-yl]-2-oxoethyl}-N-methylcarbamate